[Si](C)(C)(C(C)(C)C)OCCS(=O)(=O)C=1C(=CC(=C(C(=O)NCC2=NC=C3C=CC(=NC3=C2)C2=NC(=CC=C2)N2C[C@@H](O[C@@H](C2)C)C)C1)F)C 5-((2-((tert-butyldimethylsilyl)oxy)ethyl)sulfonyl)-N-((2-(6-((cis)-2,6-dimethylmorpholino)pyridin-2-yl)-1,6-naphthyridin-7-yl)methyl)-2-fluoro-4-methylbenzamide